C(#N)C1=CC(=C(COC2=CC=CC(=N2)C2=CC(=C(CC3=NC4=C(N3[C@@H]3COCC3(C)C)C=C(C=C4)C(=O)O)C=C2C)F)C=C1)F (S)-2-(4-(6-((4-cyano-2-fluorobenzyl)oxy)pyridin-2-yl)-2-fluoro-5-methylbenzyl)-1-(4,4-dimethyltetrahydrofuran-3-yl)-1H-benzo[d]imidazole-6-carboxylic acid